O1C(CCCC1)OCC12CCC(CC1)(C2)C2=CC(=NN2)C2=CN=CN2[C@H](CO)C (2S)-2-(5-(5-(4-(((tetrahydro-2H-pyran-2-yl)oxy)methyl)bicyclo[2.2.1]heptan-1-yl)-1H-pyrazol-3-yl)-1H-imidazol-1-yl)propan-1-ol